N1CCC2=C(C=CC=C12)N1C(NC(C1)=O)=O 1-(indolin-4-yl)imidazolidine-2,4-dione